[2-bromo-1-(5-methylthiazol-4-yl)-3-oxo-inden-5-yl] acetate C(C)(=O)OC=1C=C2C(C(=C(C2=CC1)C=1N=CSC1C)Br)=O